N-[(1S)-1-(2,4-Difluorophenyl)ethyl]-2-{6-fluoro-5-methyl-2-oxo-1H,4H-pyrido[2,3-d]pyrimidin-3-yl}acetamide FC1=C(C=CC(=C1)F)[C@H](C)NC(CN1C(NC2=C(C1)C(=C(C=N2)F)C)=O)=O